OCCS(=O)(=O)CC(CCC[C@](C(=O)OCC1=CC=CC=C1)(C)C1=CC(=CC=C1)C(C)CC(=O)OC)(C)C benzyl (2R)-7-((2-hydroxyethyl)sulfonyl)-2-(3-(4-methoxy-4-oxobutan-2-yl)phenyl)-2,6,6-trimethylheptanoate